4-(2-chloro-4-fluorophenyl)-N-(2-chloro-4-fluorophenyl)-1,3-dimethyl-1H-pyrazol-5-amine ClC1=C(C=CC(=C1)F)C=1C(=NN(C1NC1=C(C=C(C=C1)F)Cl)C)C